FC1=CC=2C=C3N(C2C=C1)C(C=C3C3=CC=CC=C3)(O)C(F)(F)F 7-Fluoro-1-phenyl-3-(trifluoromethyl)-3H-pyrrolo[1,2-a]indol-3-ol